COC(CC1=CC(=C(C(=C1)Br)OC)Br)=O 3,5-dibromo-4-methoxyphenylacetic acid methyl ester